C1(=CC=C(C=C1)COC1=CC=C2C[C@H](N(CC2=C1)CCC)C(=O)NS(=O)(=O)C1=CC(=C(C=C1)Cl)[N+](=O)[O-])C1=CC=CC=C1 (S)-7-([1,1'-biphenyl]-4-ylmethoxy)-N-((4-chloro-3-nitrophenyl)sulfonyl)-2-propyl-1,2,3,4-tetrahydroisoquinoline-3-carboxamide